C(#N)C1=CC2=C(N(C(=N2)NC=2C=C(C(=O)NO)C=CC2)CCOC)C=C1C(F)(F)F 3-((5-cyano-1-(2-methoxyethyl)-6-(trifluoromethyl)-1H-benzo[d]imidazol-2-yl)amino)-N-hydroxybenzamide